(2S)-benzhydryl 3-((Z)-chloro (hydroxyimino) methyl)-3-methyl-7-oxo-4-thia-1-azabicyclo[3.2.0]heptane-2-carboxylate 4,4-dioxide Cl\C(\C1([C@@H](N2C(CC2S1(=O)=O)=O)C(=O)OC(C1=CC=CC=C1)C1=CC=CC=C1)C)=N/O